1,2,4,5-tetrakis(4-formylphenyl)benzene C(=O)C1=CC=C(C=C1)C1=C(C=C(C(=C1)C1=CC=C(C=C1)C=O)C1=CC=C(C=C1)C=O)C1=CC=C(C=C1)C=O